OC1=C(C=O)C=CC(=C1)OC1OCCCC1 2-hydroxy-4-((tetrahydro-2H-pyran-2-yl)oxy)benzaldehyde